NC1=C(C(=CC2=CC(=C(C(=C12)O)N=NC1=CC=C(C=C1)S(=O)(=O)CCOS(=O)(=O)[O-])S(=O)(=O)[O-])S(=O)(=O)[O-])N=NC1=CC=C(C=C1)S(=O)(=O)CCOS(=O)(=O)[O-].[Na+].[Na+].[Na+].[Na+] tetrasodium 4-amino-5-hydroxy-3,6-bis[[4-[[2-(sulphonatooxy)ethyl]sulphonyl]phenyl]azo]naphthalene-2,7-disulphonate